C(C1=CC=CC=C1)OC=1C=C(C(=NC1SC1=C(C(=CC=C1)Cl)Cl)Br)N1CCC2(CCC[C@H]2NC(OC(C)(C)C)=O)CC1 (R)-tert-butyl (8-(5-(benzyloxy)-2-bromo-6-((2,3-dichlorophenyl)thio)pyridin-3-yl)-8-azaspiro[4.5]decan-1-yl)carbamate